tert-butyl (2R,5R)-4-(2-(chloromethyl)-5-methyl-6-oxo-5,6-dihydroimidazo[1,2-b]pyridazin-8-yl)-2-ethyl-5-(methoxymethyl)piperazine-1-carboxylate ClCC=1N=C2N(N(C(C=C2N2C[C@H](N(C[C@@H]2COC)C(=O)OC(C)(C)C)CC)=O)C)C1